C1C2C3CCC(C3C1CC2)C=O octahydro-4,7-methylene-1H-indene-carbaldehyde